CC1=CC(=NO1)CS (5-methylisoxazol-3-yl)methanethiol